11,13-dimethyl-nonacosane methyl-6-methoxy-3-methyl-2,5-dioxo-1H,3H,4H-pyrido[4,3-b]azepine-4-carboxylate COC(=O)C1C(C2=C(NC(C1C)=O)C=CN=C2OC)=O.CC(CCCCCCCCCC)CC(CCCCCCCCCCCCCCCC)C